3-(3-(4-(2-aminoethyl)piperazin-1-yl)phenyl)piperidine-2,6-dione hydrochloride Cl.NCCN1CCN(CC1)C=1C=C(C=CC1)C1C(NC(CC1)=O)=O